Isobutyl Acetate (2-methylpropyl acetate) CC(CCC(=O)O)C.C(C)(=O)OCC(C)C